N'-(3-methylbutyl)-N-phenylcyclopropane-1,1-dicarboxamide CC(CCNC(=O)C1(CC1)C(=O)NC1=CC=CC=C1)C